(S)-8-(1-((4-fluoro-2-(4-hydroxypiperidin-1-yl)phenyl)amino)ethyl)-3,6-dimethyl-2-(tetrahydro-2H-pyran-4-yl)quinazolin-4(3H)-one FC1=CC(=C(C=C1)N[C@@H](C)C=1C=C(C=C2C(N(C(=NC12)C1CCOCC1)C)=O)C)N1CCC(CC1)O